3-chloro-6-(4-chlorothiazol-5-yl)-2-methoxybenzaldehyde ClC=1C(=C(C=O)C(=CC1)C1=C(N=CS1)Cl)OC